2-(4-amino-8-methyl-6-(2-(trifluoromethyl)pyridin-4-yl)-9H-pyrimido[4,5-b]indol-9-yl)acetic acid NC1=NC=NC=2N(C3=C(C=C(C=C3C21)C2=CC(=NC=C2)C(F)(F)F)C)CC(=O)O